(2R,3R)-dihydroquercetin O1[C@@H]([C@@H](O)C(=O)C=2C(O)=CC(O)=CC12)C1=CC(O)=C(O)C=C1